C(C)(C)(C)C1=CC=C(C=C1)[Mg]Br 4-tert-butylphenylmagnesium bromide